N[C@@H](CN1C(C=2C=C3C(=C(C2CC1)F)N(C(=N3)C=3N(C1=CC=CC=C1C3)CC3CC3)C)=O)CF (S)-6-(2-amino-3-fluoropropyl)-2-(1-(cyclopropylmethyl)-1H-indol-2-yl)-9-fluoro-1-methyl-1,6,7,8-tetrahydro-5H-imidazo[4,5-g]isoquinolin-5-one